tricyclodecanemethanol monoacrylate C(C=C)(=O)O.C1(CCCCCCCCC1)CO.C1(CCCCCCCCC1)CO.C1(CCCCCCCCC1)CO